C(C)(=O)NC1=C(C=C(C(=O)O)C=C1)NC(=N)N 4-(acetylamino)-3-guanidinobenzoic acid